N1=C(C=CC2=CC=CC=C12)COC1=CC=C(C=C1)CCN1CCC(CC1)=C1C2=CC=CC=C2CCN2C(=CN=C12)C(=O)OC Methyl 2-[1-(2-{4-[(quinolin-2-yl)methoxy]phenyl}ethyl)piperidin-4-ylidene]-4,7-diazatricyclo[8.4.0.0^{3,7}]tetradeca-1(14),3,5,10,12-pentaene-6-carboxylate